COC1=CC=C(C[C@H](NC)C(=O)O)C=C1 O-methyl-N-methyl-L-tyrosine